(2S,3R)-1-[4-(3-amino-6-isoquinolyl)-6,7-dihydro-5H-cyclopenta[d]pyrimidin-2-yl]-2-methyl-azetidin-3-ol NC=1N=CC2=CC=C(C=C2C1)C=1C2=C(N=C(N1)N1[C@H]([C@@H](C1)O)C)CCC2